ethyl 5-(N-(4-chloro-2-((N-(furan-2-ylmethyl) cyclopropanecarboxamido) methyl) phenyl)-N-ethylsulfamoyl)-1,3-dimethyl-1H-indole-2-carboxylate ClC1=CC(=C(C=C1)N(S(=O)(=O)C=1C=C2C(=C(N(C2=CC1)C)C(=O)OCC)C)CC)CN(C(=O)C1CC1)CC=1OC=CC1